4-(3-fluoro-4-(4,4,5,5-tetramethyl-1,3,2-dioxaborolan-2-yl)benzoyl)piperazin-2-one FC=1C=C(C(=O)N2CC(NCC2)=O)C=CC1B1OC(C(O1)(C)C)(C)C